C(C1=CC=CC=C1)N1N=C(C=C(C1=O)N1CCC2(CCCC(N2C2=CC(=C(C=C2)F)F)=O)CC1)Cl 9-(2-benzyl-6-chloro-3-oxo-2,3-dihydropyridazin-4-yl)-1-(3,4-difluorophenyl)-1,9-diazaspiro[5.5]Undecan-2-one